4-[4-(1,3-benzooxazol-2-yl)-4-methylpiperidin-1-yl]-6-fluoro-1-methyl-2-oxo-1,2-dihydroquinoline-3-carbonitrile O1C(=NC2=C1C=CC=C2)C2(CCN(CC2)C2=C(C(N(C1=CC=C(C=C21)F)C)=O)C#N)C